4-(aminomethyl)-6-(6-fluoroimidazo[1,2-a]pyridin-3-yl)phthalazin-1(2H)-one NCC1=NNC(C2=CC=C(C=C12)C1=CN=C2N1C=C(C=C2)F)=O